C(CCC)N(C(OC(C)(C)C)=O)CC(=O)C=1C=NC(=NC1)NC(C(C)C)=O tert-Butyl butyl(2-(2-isobutyramidopyrimidin-5-yl)-2-oxoethyl)carbamate